6-bromo-2-oxo-3-trityl-2,3-dihydro-1H-imidazo[4,5-b]Pyridine BrC=1C=C2C(=NC1)N(C(N2)=O)C(C2=CC=CC=C2)(C2=CC=CC=C2)C2=CC=CC=C2